FC=1C=C(C=CC1C(F)(F)F)N1C=NN(C1=O)CC1=CC(=C(OC(C(=O)OCC)(C)C)C(=C1)C)C Ethyl 2-(4-((4-(3-fluoro-4-(trifluoromethyl) phenyl)-5-oxo-4,5-dihydro-1H-1,2,4-triazol-1-yl)methyl)-2,6-dimethylphenoxy)-2-methylpropionate